ClC1=CC=C(C=C1)N1C(=NN=C1C)[C@@H]1CC[C@H](CC1)OC1=NC=C(N=C1)C trans-2-[4-[4-(4-Chlorophenyl)-5-methyl-1,2,4-triazol-3-yl]cyclohexyl]oxy-5-methylpyrazine